8-(naphthalen-1-yl)-2-(pyren-1-ylmethyl)hexahydro-2H-pyrazino[1,2-a]pyrazine-6,9-dione C1(=CC=CC2=CC=CC=C12)N1C(C2N(CCN(C2)CC2=CC=C3C=CC4=CC=CC5=CC=C2C3=C45)C(C1)=O)=O